C(C)OC1=C(C(=O)NC)C=CC(=C1)C1=NC=NC(=C1)NCCC=1C2=C(SC1C)C(=CC(=C2)F)C 2-Ethoxy-4-{6-[2-(5-fluoro-2,7-dimethyl-benzo[b]thiophen-3-yl)-ethylamino]-pyrimidin-4-yl}-N-methyl-benzamid